FC(CNC1CCN(CC1)C(CN1N=CC(=C1)NC1=NN2C(C(=CC=C2)N2CC(C2)(N2N=CC(=C2)CC)CC#N)=N1)=O)(C)F 2-[1-[2-[[1-[2-[4-(2,2-difluoropropylamino)-1-piperidyl]-2-oxo-ethyl]pyrazol-4-yl]amino]-[1,2,4]triazolo[1,5-a]pyridin-8-yl]-3-(4-ethylpyrazol-1-yl)azetidin-3-yl]acetonitrile